ClC=1C=C2[C@@](NC(NC2=CC1CC1=C(N=C(NC1=O)C)C)=O)(C(F)(F)F)C#CC1CC1 (R)-6-chloro-4-(cyclopropylethynyl)-7-((2,4-dimethyl-6-oxo-1,6-dihydropyrimidin-5-yl)methyl)-4-(trifluoromethyl)-3,4-dihydroquinazolin-2(1H)-one